C1(CC1)COC1=C(C=CC(=N1)C(=O)N[C@H](COCF)C)N1CCCC1 6-(Cyclopropylmethoxy)-N-[(2S)-1-(fluoromethoxy)prop-2-yl]-5-(pyrrolidin-1-yl)pyridine-2-carboxamide